C(C1=CC=CC=C1)C1=C(OCCN2CCN(CC2)C)C(=CC=C1)C 1-(2-(2-benzyl-6-methylphenoxy)ethyl)-4-methylpiperazine